Acetic acid 5-[3'-(4-acetoxy-pyrrolidin-2-ylmethyl)-6,6'-difluoro-1H,1'H-[2,2']biindolyl-3-ylmethyl]-pyrrolidin-3-yl ester C(C)(=O)OC1CC(NC1)CC1=C(NC2=CC(=CC=C12)F)C=1NC2=CC(=CC=C2C1CC1CC(CN1)OC(C)=O)F